C(C)(C)(C)OC(=O)N1C[C@@H](OCC1)C#C (2S)-2-ethynylmorpholin-4-yl-carboxylic acid tert-butyl ester